3-(Aminomethyl)-5-fluoro-N-(3-methoxyphenyl)aniline NCC=1C=C(NC2=CC(=CC=C2)OC)C=C(C1)F